3-[tert-butyl-(dimethyl)silyl]oxy-3-(2,6-difluorophenyl)propanal C(C)(C)(C)[Si](OC(CC=O)C1=C(C=CC=C1F)F)(C)C